5'-(chloromethyl)-9'-fluoro-6'-iodo-2,3,5,6-tetrahydro-1'H-spiro[pyran-4,2'-pyrido[3,2,1-ij]quinolin]-7'(3'H)-one ClCC1=C(C(C=2C=C(C=C3CC4(CN1C23)CCOCC4)F)=O)I